3-chloro-β-methylenephenylethanol ClC=1C=C(C=CC1)C(C=C)O